COC=1C=CC(=C(C1)C1=CC=CC=C1)C(C(=O)N)=C 5-methoxybiphenyl-2-yl-acrylamide